3-oxo-7-sulfonylisoindoline-2-carboxylic acid tert-butyl ester C(C)(C)(C)OC(=O)N1CC=2C(CC=CC2C1=O)=S(=O)=O